C1CC12C=C(NCC2)C=2C=CC(=NC2N(C)C)C(=O)OC methyl 5-{6-azaspiro[2.5]oct-4-en-5-yl}-6-(dimethylamino)pyridine-2-carboxylate